COC1CCC(CC1)NC1=NC=C(C(=N1)NC1CCOCC1)C(=O)N 2-((1r,4r)-4-methoxycyclohexylamino)-4-(tetrahydro-2H-pyran-4-ylamino)pyrimidine-5-carboxamide